[N+](=O)([O-])C1=CC=C(C2=NON=C21)NCCC=2C(OC1=CC=CC=C1C2)=O 2-(4-nitro-2,1,3-benzooxadiazol-7-yl)aminoethylcoumarin